5-chloro-2-[[6-chloro-3-(1,4-dioxa-8-azaspiro[4.5]dec-8-yl)-4-quinolinyl]amino]benzoic acid ClC=1C=CC(=C(C(=O)O)C1)NC1=C(C=NC2=CC=C(C=C12)Cl)N1CCC2(OCCO2)CC1